1-Boc-3-fluoro-4-piperidone C(=O)(OC(C)(C)C)N1CC(C(CC1)=O)F